2-Amino-1,5-anhydro-6-O-[tert-butyl-(dimethyl)silyl]-2,3,4-trideoxy-D-erythro-hex-3-enitol Calcium dipicolinate N1=C(C=CC=C1)C(=O)[O-].N1=C(C=CC=C1)C(=O)[O-].[Ca+2].N[C@H]1CO[C@@H](C=C1)CO[Si](C)(C)C(C)(C)C